7-(tert-butyl) 8-methyl (8S,8aR)-2-(3-aminobicyclo[1.1.1]pentan-1-yl)-3-oxohexahydroimidazo[1,5-a]pyrazine-7,8(1H)-dicarboxylate NC12CC(C1)(C2)N2C(N1[C@@H]([C@H](N(CC1)C(=O)OC(C)(C)C)C(=O)OC)C2)=O